C(C)O[Si]1(N(CCC1)CCC[Si](OCC)(OCC)OCC)OCC 2,2-Diethoxy-1-(3-triethoxysilyl-propyl)aza-2-silacyclopentan